5-bromo-2,4-dimethoxyamphetamine BrC=1C(=CC(=C(CC(N)C)C1)OC)OC